5-chloro-3-[2-fluoro-3-[[3-fluoropropyl(methyl)sulfamoyl]amino]benzoyl]-1H-pyrrolo[2,3-b]pyridine ClC=1C=C2C(=NC1)NC=C2C(C2=C(C(=CC=C2)NS(N(C)CCCF)(=O)=O)F)=O